2-(3-(2-((1,5-dimethyl-1H-pyrazol-3-yl)amino)-5-methylpyrimidin-4-yl)-1H-indol-7-yl)-7-(pyridin-4-yl)-1,2-dihydro-3H-pyrrolo[3,4-c]pyridin-3-one CN1N=C(C=C1C)NC1=NC=C(C(=N1)C1=CNC2=C(C=CC=C12)N1C(C=2C=NC=C(C2C1)C1=CC=NC=C1)=O)C